C[Si](OC(=C)C(=C)O[Si](C)(C)C)(C)C 2,3-bis(trimethylsiloxy)-1,3-butadiene